COC1=C(C=C2C(=NC=NC2=C1)C=1C(=NN(C1)C)C1=CC=CC=C1)NC(=O)[C@]1(OCCC1)C (S)-N-(7-methoxy-4-(1-methyl-3-phenyl-1H-pyrazol-4-yl)quinazolin-6-yl)-2-methyltetrahydrofuran-2-carboxamide